5-(difluoromethyl)-1'-(2-{[6-(1-hydroxyethyl)-5-(trifluoromethyl)pyridin-3-yl]oxy}ethyl)-1,2-dihydrospiro[indole-3,4'-piperidin]-2-one FC(C=1C=C2C(=CC1)NC(C21CCN(CC1)CCOC=1C=NC(=C(C1)C(F)(F)F)C(C)O)=O)F